tri-aluminum phosphate P(=O)([O-])([O-])[O-].[Al+3].[Al+3].[Al+3].P(=O)([O-])([O-])[O-].P(=O)([O-])([O-])[O-]